N-((3s,5s)-1-((3s,4r)-1-(tert-butyl)-4-(4-chloro-2-fluorophenyl)pyrrolidine-3-carbonyl)-5-(morpholine-4-carbonyl)pyrrolidin-3-yl)-N-((1s,4r)-4-methylcyclohexyl)trimethylacetamide C(C)(C)(C)N1C[C@H]([C@@H](C1)C1=C(C=C(C=C1)Cl)F)C(=O)N1C[C@H](C[C@H]1C(=O)N1CCOCC1)N(C(C(C)(C)C)=O)C1CCC(CC1)C